FC1=C(C(=CC(=C1)C#CC=1C=C(C=CC1)C)F)NS(=O)(=O)C1=C(C(=CC(=C1)C)F)C N-[2,6-difluoro-4-[2-(m-tolyl)ethynyl]phenyl]-3-fluoro-2,5-dimethyl-benzenesulfonamide